ClC=1C=C(C(=O)N2C=3C=CC(=NC3CCC2)C2(COC2)C(=O)NC2=CC=C(C=C2)F)C=CC1 3-(5-(3-Chlorobenzoyl)-5,6,7,8-tetrahydro-1,5-naphthyridin-2-yl)-N-(4-fluorophenyl)oxetan-3-carboxamid